ClC=1C(=NC(=NC1)NC=1C=NN(C1)C1CCN(CC1)C1CC1)NCCCN1C(C(CC1)C)=O 1-(3-((5-chloro-2-((1-(1-cyclopropylpiperidin-4-yl)-1H-pyrazol-4-yl)amino)pyrimidin-4-yl)amino)propyl)-3-methylpyrrolidin-2-one